FC1=CC=C(C=C1)NC(N(C)C1=CC=2OC(C(=CC2S1)C(=O)OC)=O)=O methyl 2-(3-(4-fluorophenyl)-1-methylureido)-5-oxo-5H-thieno[3,2-b]pyran-6-carboxylate